[PH2](=O)CCC(=O)Cl phosphinyl-propionyl chloride